(triphenylphosphine) palladium (II) dichloride [Pd](Cl)Cl.C1(=CC=CC=C1)P(C1=CC=CC=C1)C1=CC=CC=C1